2-(2-aminoethylamino)ethanesulphonic acid NCCNCCS(=O)(=O)O